P(O)(=O)(OP(=O)(O)OP(=O)(O)O)OC[C@@H]1[C@H]([C@H]([C@@H](O1)N1C=NC=2C(=N)N(C=NC12)C)O)O 1-methyladenosine-5'-triphosphate